(1S,2S)-2-(1H-benzo[d]imidazol-2-yl)-N-((R)-1-oxo-1-(((6-(trifluoromethyl)pyridin-3-yl)methyl)amino)propan-2-yl)cyclopropane-1-carboxamide N1C(=NC2=C1C=CC=C2)[C@@H]2[C@H](C2)C(=O)N[C@@H](C(NCC=2C=NC(=CC2)C(F)(F)F)=O)C